C[C@@H]1OCC1 (S)-2-methyloxetane